(3E,5Z,9Z)-16,16-dipropoxy-3,5,9-hexadecatriene C(CC)OC(CCCCC\C=C/CC\C=C/C=C/CC)OCCC